tert-butyl [3-(4-{(3R)-3-[(trifluoromethoxy)methyl]pyrrolidine-1-carbonyl}-1H-pyrazol-1-yl)bicyclo[1.1.1]pentan-1-yl]carbamate FC(OC[C@H]1CN(CC1)C(=O)C=1C=NN(C1)C12CC(C1)(C2)NC(OC(C)(C)C)=O)(F)F